N-hydroxy-1-(4-(pentafluoro-λ6-sulfaneyl)phenyl)cyclopropane-1-carboximidamide ONC(=N)C1(CC1)C1=CC=C(C=C1)S(F)(F)(F)(F)F